C(C1CO1)OC1(CCCCC1)C [(2,3-epoxypropoxy)cyclohexyl]methane